2-[4-[[(3R)-1-ethyl-3-piperidinyl]amino]-3-methyl-isoxazolo[4,5-d]pyridazin-7-yl]-5-(trifluoromethyl)phenol C(C)N1C[C@@H](CCC1)NC1=NN=C(C2=C1C(=NO2)C)C2=C(C=C(C=C2)C(F)(F)F)O